C(C)(C)(C)OC(=O)N[C@H](C(=O)OC(C)(C)C)CC=O tert-Butyl L-2-((tert-butoxycarbonyl)amino)-4-oxobutanoate